4-amino-6-hydroxymethyl-5-methylthiothieno[2,3-d]pyrimidin-2(1H)-one NC=1C2=C(NC(N1)=O)SC(=C2SC)CO